[C@H]12CN(C[C@H](CC1)N2)C=2C1=C(N=C(N2)OCC2(CC2)CN2CCOCC2)C(N(CC1)C1=C(C(=CC(=C1)O)Cl)C(F)(F)F)=O 4-((1R,5S)-3,8-Diazabicyclo[3.2.1]octan-3-yl)-7-(3-chloro-5-hydroxy-2-(trifluoromethyl)phenyl)-2-((1-(morpholinomethyl)cyclopropyl)methoxy)-6,7-dihydropyrido[3,4-d]pyrimidin-8(5H)-one